C(OC(C(F)(F)F)C(F)(F)F)(OC(C(F)(F)F)C(F)(F)F)=O Bis(1,1,1,3,3,3-hexafluoropropan-2-yl) carbonate